Hept-2-entetracarboxylic acid C(C(=CCCCC)C(=O)O)(C(=O)O)(C(=O)O)C(=O)O